C(#N)C1=C(C=CC=C1)C(C(C)C=1N(C(C(=C(N1)C(=O)NC=1C=NOC1)O)=O)C)C=1C=NN(C1)C(F)(F)F 2-(1-(2-cyanophenyl)-1-(1-(trifluoromethyl)-1H-pyrazol-4-yl)propan-2-yl)-5-hydroxy-N-(isoxazol-4-yl)-1-methyl-6-oxo-1,6-dihydropyrimidine-4-carboxamide